O1C(CCC1)COC(C(C1CC1)SC1=C(C=C(C(=C1)N1C(N(C(=CC1=O)C(F)(F)F)C)=O)F)Cl)=O Tetrahydrofuran-2-ylmethyl-({2-chloro-4-fluoro-5-[3-methyl-2,6-dioxo-4-(trifluoromethyl)-3,6-dihydropyrimidin-1(2H)-yl]phenyl} sulfanyl)(cyclopropyl)acetat